CC(=O)OC[C@@H]1[C@H]([C@@H]([C@H]([C@@H](O1)OC2=C(C=C3C(=C2)OC=C(C3=O)C4=CC=C(C=C4)O)OC)OC(=O)C)O)OC(=O)C The molecule is a glycosyloxyisoflavone that is the 2'',4'',6''-O-triacetyl- derivative of glycitin. It has a role as a plant metabolite. It is an acetate ester, a hydroxyisoflavone, a methoxyisoflavone, a glycosyloxyisoflavone and a monosaccharide derivative. It derives from a glycitin.